ethyl 2-((1'R,5'S)-8'-azaspiro[azetidine-3,3'-bicyclo[3.2.1]octan]-1-yl)acetate [C@H]12CC3(C[C@H](CC1)N2)CN(C3)CC(=O)OCC